C(=O)[O-].[NH4+] racemic-ammonium formate